3-(sec-butoxy)-3-methylbutanal C(C)(CC)OC(CC=O)(C)C